[6-(2,3-Dihydro-benzo[1,4]dioxin-5-yl)-2-methoxy-pyridin-3-yl]-(3-{[(1H-pyrazol-4-ylmethyl)-amino]-methyl}-phenyl)-amine O1CCOC2=C1C=CC=C2C2=CC=C(C(=N2)OC)NC2=CC(=CC=C2)CNCC=2C=NNC2